5-(2,4-dimethoxyphenyl)-1,3,3,5,7-pentamethyloctahydrobenzo[c]isoxazole COC1=C(C=CC(=C1)OC)C1(CC2C(N(OC2(C)C)C)C(C1)C)C